FC=1C=C(OCCCO)C=C(C1)F 3-(3,5-Difluorophenoxy)-1-propanol